[5-[5-[2-(cyclopropanecarbonylamino)imidazo[1,2-a]pyridin-5-yl]-2-hydroxy-phenyl]-2-furyl]phosphonic acid C1(CC1)C(=O)NC=1N=C2N(C(=CC=C2)C=2C=CC(=C(C2)C2=CC=C(O2)P(O)(O)=O)O)C1